uridine 5'-monophosphate trisodium salt hydrate O.[Na+].[Na+].[Na+].P(=O)([O-])([O-])OC[C@@H]1[C@H]([C@H]([C@@H](O1)N1C(=O)NC(=O)C=C1)O)O